pyrazolocyclononan-4-one N1N=CC2=C1CCCCCCC2=O